C(CCCCCC(C)(C)C)(=O)OC(C)(C)C1=CC=CC=C1 alpha-cumyl neodecanoate